IC=1N=CN(C1)C 4-iodo-1-methyl-imidazole